tert-butyl 2-(3-((6-(cyclopropanecarboxamido)-3-((methyl-d3) carbamoyl) pyridazin-4-yl) amino)-2-methoxyphenyl)-5,6-dihydro-[1,2,4]triazolo[1,5-a]pyrazine-7(8H)-carboxylate C1(CC1)C(=O)NC1=CC(=C(N=N1)C(NC([2H])([2H])[2H])=O)NC=1C(=C(C=CC1)C1=NN2C(CN(CC2)C(=O)OC(C)(C)C)=N1)OC